isoeugenyl phenylacetate C1(=CC=CC=C1)CC(=O)OC1=C(OC)C=C(C=CC)C=C1